undecyl-(E)-4-bromobut-2-enoic acid C(CCCCCCCCCC)/C(/C(=O)O)=C\CBr